C(C1=CC=CC=C1)OC1=NC(=CC=C1C1=NN(C2=C(C=CC=C12)N1CCC(CC1)CN1C2CN(CC1C2)C(=O)OC(C)(C)C)C)OCC2=CC=CC=C2 tert-butyl 6-((1-(3-(2,6-bis(benzyloxy) pyridin-3-yl)-1-methyl-1H-indazol-7-yl) piperidin-4-yl) methyl)-3,6-diazabicyclo[3.1.1]heptane-3-carboxylate